2-Chloropyridine-4-boronic acid pinacol ester ClC1=NC=CC(=C1)B1OC(C)(C)C(C)(C)O1